OC1=CC=C(C=C1)/C(=C(\CC)/C1=CC=CC=C1)/C1=CC=C(OCCCN2CCN(CCC2)CCCC=2C=C3CN(C(C3=CC2)=O)C2C(NC(CC2)=O)=O)C=C1 (Z)-3-(5-(3-(4-(3-(4-(1-(4-hydroxyphenyl)-2-phenylbut-1-en-1-yl)phenoxy)propyl)-1,4-diazepan-1-yl)propyl)-1-oxoisoindolin-2-yl)piperidine-2,6-dione